N-(4-bromo-2-(1-fluorocyclopropyl)-6-methylphenyl)-3,3-dimethylbutyramide BrC1=CC(=C(C(=C1)C)NC(CC(C)(C)C)=O)C1(CC1)F